FC1=CC=C(C=C1)N1C(N(C=C(C1=O)C(=O)OCC)CCCOC)=O ethyl 3-(4-fluorophenyl)-1-(3-methoxypropyl)-2,4-dioxo-1,2,3,4-tetrahydropyrimidine-5-carboxylate